Diphenyl adipate C(CCCCC(=O)OC1=CC=CC=C1)(=O)OC1=CC=CC=C1